C(CCCCC(=O)O)(=O)O.C(COCCO)O diethylene glycol monoadipate